[(3S)-3-hydroxy-3-methyl-pyrrolidin-1-yl]-[3-[2-[[(3S)-3-piperidyl]amino]-5-(trifluoromethyl)pyrimidin-4-yl]-1H-indol-6-yl]methanone O[C@@]1(CN(CC1)C(=O)C1=CC=C2C(=CNC2=C1)C1=NC(=NC=C1C(F)(F)F)N[C@@H]1CNCCC1)C